pentyl (2R)-2-[[(2S,5R)-2-carbamoyl-3-methyl-7-oxo-1,6-diazabicyclo[3.2.1]oct-3-en-6-yl]oxy]-2-fluoro-acetate C(N)(=O)[C@H]1N2C(N([C@H](C=C1C)C2)O[C@@H](C(=O)OCCCCC)F)=O